1-(4,6-dichloropyrimidin-2-yl)-5-fluorobenzene-1,2-diamine ClC1=NC(=NC(=C1)Cl)C1(C(C=CC(=C1)F)N)N